(3-(3-((S)-1-(benzyloxy)ethyl)-1,2,4-thiadiazol-5-yl)-1-bromo-8-methyl-5,6-dihydroimidazo[1,5-a]pyrazin-7(8H)-yl)(4-fluorophenyl)methanone C(C1=CC=CC=C1)O[C@@H](C)C1=NSC(=N1)C1=NC(=C2N1CCN(C2C)C(=O)C2=CC=C(C=C2)F)Br